N1OC(C=CO1)N1C(C2=CC=CC(=C2C1=O)NC(CC)=O)=O N-[2-(2,6-dioxa-pyridin-3-yl)-1,3-dioxo-2,3-dihydro-1H-isoindol-4-yl]propionamide